[Cl-].C(=O)(O)CC[NH+]1CCN(CC1)C1=C(C=C(C=C1)C(=O)N1CCC(CC1)C1=CC=C(C=C1)OC1=NC=C(C=C1)C(F)(F)F)NS(=O)(=O)CC1=CC=CC=C1 1-(2-carboxyethyl)-4-(2-((phenylmethyl)sulfonamido)-4-(4-(4-((5-(trifluoromethyl)-pyridin-2-yl)oxy)phenyl)piperidine-1-carbonyl)phenyl)piperazin-1-ium chloride